(5-bromo-3-chloro-2-hydroxyphenyl)acetamide BrC=1C=C(C(=C(C1)CC(=O)N)O)Cl